2-[2-[2-[2-[2-[2-[2-[2-[2-[2-[2-[[2-(2,5-dioxopyrrol-1-yl)acetyl]amino]ethoxy]ethoxy]ethoxy]ethoxy]ethoxy]ethoxy]ethoxy]ethoxy]ethoxy]ethoxy]ethyl (4-nitrophenyl) carbonate C(OCCOCCOCCOCCOCCOCCOCCOCCOCCOCCOCCNC(CN1C(C=CC1=O)=O)=O)(OC1=CC=C(C=C1)[N+](=O)[O-])=O